3-(5-(4-Ethyl-1-phenyl-1H-imidazol-2-yl)-1-oxoisoindolin-2-yl)piperidine-2,6-dione C(C)C=1N=C(N(C1)C1=CC=CC=C1)C=1C=C2CN(C(C2=CC1)=O)C1C(NC(CC1)=O)=O